4-cyclobutoxypyridine-2-carbonitrile C1(CCC1)OC1=CC(=NC=C1)C#N